2-Methyl-1-(4-(2-(((3R,4S)-3-methyl-1-(methylsulfonyl)piperidin-4-yl)amino)-5-(trifluoromethyl)pyrimidin-4-yl)-1H-imidazol-1-yl)propan-2-ol CC(CN1C=NC(=C1)C1=NC(=NC=C1C(F)(F)F)N[C@@H]1[C@@H](CN(CC1)S(=O)(=O)C)C)(C)O